(1-(4-methoxybenzoyl)piperidin-3-yl)(4-(2-(trifluoromethyl)quinolin-4-yl)piperazin-1-yl)methanone COC1=CC=C(C(=O)N2CC(CCC2)C(=O)N2CCN(CC2)C2=CC(=NC3=CC=CC=C23)C(F)(F)F)C=C1